o-cresolacetonitrile zirconium(IV) nitrate [N+](=O)([O-])[O-].[Zr+4].C=1(C(=CC=CC1O)CC#N)C.[N+](=O)([O-])[O-].[N+](=O)([O-])[O-].[N+](=O)([O-])[O-]